FC=1C=CC=C2[C@@H](N3C(C12)=CN=C3)[C@@H]3[C@H](COCC3)O (3R,4R)-4-((S)-9-fluoro-5H-imidazo[5,1-a]isoindol-5-yl)tetrahydro-2H-pyran-3-ol